1-(2,5-dimethylphenyl)-3-((5-(2,6-dioxopiperidin-3-yl)-6-oxo-5,6-dihydro-4H-thieno[2,3-c]pyrrol-2-yl)methyl)urea CC1=C(C=C(C=C1)C)NC(=O)NCC1=CC2=C(C(N(C2)C2C(NC(CC2)=O)=O)=O)S1